C(C)CC(C(CCCCC)=O)C12CC(C1)(C2)CO ethyl-(8S,8aR)-2-(3-(hydroxymethyl)bicyclo[1.1.1]pentane-1-yl)-3-oxooctane